Cl.[N+](=O)([O-])C1=CC=C(OC(CC)(C=2SC=CC2)N(C)C)C=C1 (4-Nitrophenoxy)-1-(thien-2-yl)-N,N-dimethylpropylamine hydrochloride